tert-butyl (2R)-2-{[(4-{3-iodo-4-oxo-1H,5H,6H,7H-pyrrolo[3,2-c]pyridin-2-yl}pyridin-3-yl)oxy]methyl}azetidine-1-carboxylate IC1=C(NC2=C1C(NCC2)=O)C2=C(C=NC=C2)OC[C@@H]2N(CC2)C(=O)OC(C)(C)C